F[C@@H](C)C=1C=CC=NC1 5-[(1S)-1-fluoroethyl]pyridin